4-((((1R,3r)-3-(fluoromethyl)-3-methoxycyclobutyl)methyl)amino)-3-nitrobenzenesulfonamide FCC1(CC(C1)CNC1=C(C=C(C=C1)S(=O)(=O)N)[N+](=O)[O-])OC